((2,3-Dihydrobenzofuran-5-yl)amino)-[3,4'-bipyridyl]-6(1H)-one O1CCC2=C1C=CC(=C2)NN2C=C(C=CC2=O)C2=CC=NC=C2